tri(4-nitrophenyl) thiophosphate P(=S)(OC1=CC=C(C=C1)[N+](=O)[O-])(OC1=CC=C(C=C1)[N+](=O)[O-])OC1=CC=C(C=C1)[N+](=O)[O-]